CC1N(CCCNC1)S(=O)(=O)C1=C2C(=CN=CC2=CC=C1)C 2-methyl-1-[(4-methyl-5-isoquinolinyl)sulfonyl]hexahydro-1H-1,4-diazepin